trans-4-[(4-chlorobenzyl)oxy]-N-{2-fluoro-3-[6-oxo-4-(trifluoromethyl)-1,6-dihydropyrimidin-2-yl]-4-(trifluoromethyl)benzyl}cyclohexane-1-carboxamide ClC1=CC=C(CO[C@@H]2CC[C@H](CC2)C(=O)NCC2=C(C(=C(C=C2)C(F)(F)F)C=2NC(C=C(N2)C(F)(F)F)=O)F)C=C1